[1,4]Oxazine-3-carboxamide O1CC(=NC=C1)C(=O)N